NCCOCCNC(CCCCCCCCCCCCCCC)=O N-(2-(2-aminoethoxy)ethyl)palmitamide